BrC1=C2C=NN(C2=CC(=C1[C@H]1[C@H](C1)C(=O)OCC)Cl)[C@@H]1OCCCC1 |o1:19| rel-ethyl (1S,2R)-2-(4-bromo-6-chloro-1-(tetrahydro-2H-pyran-2-yl)-1H-indazol-5-yl)cyclopropane-1-carboxylate